C(#N)[C@H](CC1=CC=C(C=C1)C1=CC=C(C=C1)C(F)(F)F)NC(=O)[C@H]1OCCCNC1 (2s)-N-{(1s)-1-Cyano-2-[4'-(trifluoromethyl)biphenyl-4-yl]ethyl}-1,4-oxazepane-2-carboxamide